FC=1C=C(C(=O)NCC2=C(C=CC3=C2N(C(=N3)C)C)OC)C=C(C1OC)F 3,5-difluoro-4-methoxy-N-((6-methoxy-1,2-dimethyl-1H-benzimidazol-7-yl)methyl)benzamide